2,3-bis(4-(tert-butyl)phenyl)pyrido[3,2,1-kl]phenothiazin-12-ium hexafluoroantimonate F[Sb-](F)(F)(F)(F)F.C(C)(C)(C)C1=CC=C(C=C1)C=1C(=C2C=CC=C3SC=4C=CC=CC4[N+](=C23)C1)C1=CC=C(C=C1)C(C)(C)C